(1R)-3-(trifluoromethyl)-2,3-dihydro-dispiro[indene-1,1'-cyclohexane-3',2''-[1,3]dioxolan]-3-ol FC(C1(C[C@]2(CC3(OCCO3)CCC2)C2=CC=CC=C12)O)(F)F